C(CCCCCCCCCCC)(=O)OCC(OC(CCCCCCCCCCC)=O)COP(=O)(O)OCC[N+](C)(C)C 1,2-dilauroyl-glycero-3-phosphorylcholine